Cl.N1=NC(=CC=C1)C#N Pyridazine-3-carbonitrile hydrochloride